CC(CC[C@@H](C(=O)OC)NC(=O)C=1C=NC(=CC1)OC1=CC(=CC=C1)OC1CCN(CC1)C(COCCOCCOCC#C)=O)(C)C methyl (2S)-5,5-dimethyl-2-[[6-[3-[[1-[2-[2-(2-prop-2-ynoxyethoxy)ethoxy]acetyl]-4-piperidyl]oxy]phenoxy]pyridine-3-carbonyl] amino]hexanoate